ethyl (S)-3-amino-3-(2',6'-dimethoxybiphenyl-3-yl)propanoate N[C@@H](CC(=O)OCC)C=1C=C(C=CC1)C1=C(C=CC=C1OC)OC